C(C)(=O)N1\C(\C(C2=CC=CC=C12)=O)=C/C1=NC2=CC=CC=C2C(=C1)C=1C=C2CCN(CC2=CC1)C(C)=O (Z)-1-acetyl-2-((4-(2-acetyl-1,2,3,4-tetra-hydroisoquinolin-6-yl)-quinolin-2-yl)methylene)-indolin-3-one